2-(5-bromo-3-(ethylthio)pyridin-2-yl)-4-chloro-5-nitropyrimidine BrC=1C=C(C(=NC1)C1=NC=C(C(=N1)Cl)[N+](=O)[O-])SCC